4-tert-butyl 2-ethyl 1,1-dioxo-1λ6-thiomorpholine-2,4-dicarboxylate O=S1(C(CN(CC1)C(=O)OC(C)(C)C)C(=O)OCC)=O